C[C@@H]1CN(CCO1)CC1=CC(=C2CNC(C2=C1)=O)C(F)(F)F (R)-6-((2-methylmorpholinyl)methyl)-4-(trifluoromethyl)isoindolin-1-one